spiro[benzo[b][1,4]oxazine-2,3'-furan]-6-carboxylic acid O1CC2(C=C1)C=NC1=C(O2)C=CC(=C1)C(=O)O